FC(C1=C(C(=O)Cl)C=CC(=C1)F)(F)F 2-(trifluoromethyl)-4-fluorobenzoyl chloride